bis(methylsilyl) oxalate compound with lithium oxalate C(C(=O)[O-])(=O)[O-].[Li+].C(C(=O)O[SiH2]C)(=O)O[SiH2]C.[Li+]